COCCOC1=NC=CC(=N1)NC1=CC(=NC=C1C1=NN(C=C1)C)NC(C)=O N-(4-((2-(2-methoxyethoxy)pyrimidin-4-yl)amino)-5-(1-methyl-1H-pyrazol-3-yl)pyridin-2-yl)acetamide